FC1(CCN(CC1)C1=CN=CC(=N1)C(=O)NC1=C(C=C(C=C1)NS(=O)(=O)CCO)N1CCC2(CC2)CC1)F 6-(4,4-difluoropiperidin-1-yl)-N-(4-((2-hydroxyethyl)sulfonamido)-2-(6-azaspiro[2.5]octan-6-yl)phenyl)pyrazine-2-carboxamide